diphenyl-di(n-propoxy)silane (Z)-2-ethyl-5,8,11,14,17-eicosapentaenoate C(C)C(C(=O)O)CC\C=C/CC=CCC=CCC=CCC=CCC.C1(=CC=CC=C1)[Si](OCCC)(OCCC)C1=CC=CC=C1